C(CC(O)(C(=O)O)CC(=O)O)(=O)O.C(C)OC[C@]1(CN(CC1)C(C)(C)C=1C=NC(=CC1)C)CN1C(NC2=C1C=CC=C2)=O |o1:17| (R or S)-1-((3-(ethoxymethyl)-1-(2-(6-methylpyridin-3-yl)propan-2-yl)pyrrolidin-3-yl)methyl)-1,3-dihydro-2H-benzo[d]imidazol-2-one citrate